4,4-dimethylhex-5-en-1-one CC(CCC=O)(C=C)C